(5-(5-phenyl-1H-pyrrolo[2,3-b]pyridin-3-yl)pyrazolo[1,5-a]pyridin-3-yl)(piperidin-1-yl)methanone C1(=CC=CC=C1)C=1C=C2C(=NC1)NC=C2C2=CC=1N(C=C2)N=CC1C(=O)N1CCCCC1